O1CCN(CC1)C1=NC(=C2C=C(C=NC2=C1)NS(=O)(=O)C(C)C)OC1CCC(CC1)NC1=NC=CC=N1 N-(7-morpholino-5-(((1s,4s)-4-(pyrimidin-2-ylamino)cyclohexyl)oxy)-1,6-naphthyridin-3-yl)propane-2-sulfonamide